N1C=C(C2=CC=CC=C12)C=1C=C(SC1)C(C(=O)O)C=O (4-(1H-indol-3-yl)thiophen-2-yl)-3-oxopropanoic acid